N-(cyclopropylmethyl)-3-(4-{[(3S,4R)-3-fluoro-1-methylpiperidin-4-yl]amino}-1-(2,2,2-trifluoroethyl)-1H-indol-2-yl)-1,2,4-oxadiazole-5-carboxamide C1(CC1)CNC(=O)C1=NC(=NO1)C=1N(C2=CC=CC(=C2C1)N[C@H]1[C@H](CN(CC1)C)F)CC(F)(F)F